3-hydroxyl-N,N-diethyl-aniline OC=1C=C(N(CC)CC)C=CC1